2-[4-(4-aminopiperidin-1-yl)-5-(3-fluoro-5-methylphenyl)pyridazin-3-yl]-6-methoxy-1H-indole-3-carbonitrile NC1CCN(CC1)C1=C(N=NC=C1C1=CC(=CC(=C1)C)F)C=1NC2=CC(=CC=C2C1C#N)OC